P(=O)(OC1=C(C(=C(C(=C1F)F)F)F)F)(OC1=CC=CC=C1)OC1=CC=CC=C1 (pentafluorophenyl) diphenyl phosphate